N=C1C(C(SC1)=O)=NCC1=CC=CC=C1 (imino)(benzyl)iminothiolanone